FC1(CCOC12CCC(CC2)NC(=O)[C@@H]2CCN(C1(CC1)C2)C(=O)C2=NNC(=C2)C2=CC(=NC=C2F)OC)F (R)-N-((5s,8s)-4,4-difluoro-1-oxaspiro[4.5]dec-8-yl)-4-(5-(5-fluoro-2-methoxypyridin-4-yl)-1H-pyrazole-3-carbonyl)-4-azaspiro[2.5]octane-7-carboxamide